Fmoc-(2S)-2-Amino-3-(7-methyl-1H-indol-3-yl)propanoic acid C(=O)(OCC1C2=CC=CC=C2C2=CC=CC=C12)[C@@](C(=O)O)(CC1=CNC2=C(C=CC=C12)C)N